2-(dimethylamino)-1-(4-(3-isopropyl-2-(1H-pyrazolo[4,3-b]pyridin-6-yl)-1H-indol-5-yl)piperidin-1-yl)ethan-1-one CN(CC(=O)N1CCC(CC1)C=1C=C2C(=C(NC2=CC1)C=1C=C2C(=NC1)C=NN2)C(C)C)C